NCCC(C)(C)NCCCCNC1=CC(=C(C=C1Cl)S(=O)(=O)NC=1SC(=CN1)F)F 4-({4-[(3-amino-1,1-dimethylpropyl)amino]butyl}amino)-5-chloro-2-fluoro-N-(5-fluoro-1,3-thiazol-2-yl)-benzenesulfonamide